9-chloro-4-((1,5-dimethyl-1H-pyrazol-4-yl)methyl)-7-(5-fluoro-1H-indol-1-yl)-2,3,4,5-tetrahydrobenzo[f][1,4]oxazepine ClC1=CC(=CC=2CN(CCOC21)CC=2C=NN(C2C)C)N2C=CC1=CC(=CC=C21)F